(1s,4r,5r)-5-[[5-cyclopropyl-3-(2-cyclopropyl-6-fluorophenyl)-1,2-oxazol-4-yl]methoxy]-2-[(4-methoxyphenyl)methyl]-2-azabicyclo[2.2.1]heptane-3-one C1(CC1)C1=C(C(=NO1)C1=C(C=CC=C1F)C1CC1)CO[C@H]1[C@@H]2C(N([C@H](C1)C2)CC2=CC=C(C=C2)OC)=O